NC=1C=C(C=CC1N)CCO 2-(3,4-Diaminophenyl)ethan-1-ol